N,N-bis(3-aminopropyl)-1,4-butanediamine NCCCN(CCCCN)CCCN